(R)-N-(6-(3-(2-Ethoxyphenoxy)piperidin-1-yl)pyrazin-2-yl)thiazol-2-amin C(C)OC1=C(O[C@H]2CN(CCC2)C2=CN=CC(=N2)NC=2SC=CN2)C=CC=C1